6-(2-isopropylphenyl)-1-(4-(5-methyl-3-(trifluoromethyl)-1H-pyrazol-1-yl)benzyl)-1H-pyrazolo[3,4-d]pyrimidine C(C)(C)C1=C(C=CC=C1)C1=NC=C2C(=N1)N(N=C2)CC2=CC=C(C=C2)N2N=C(C=C2C)C(F)(F)F